F[C@@H]1C(NC(C[C@@H]1N1C=CC2=C1N=NC(=C2)C2=CC1=C(N(N=N1)C)C=C2O)(C)C)(C)C 5-{7-[(3S,4S)-3-fluoro-2,2,6,6-tetramethylpiperidin-4-yl]-7H-pyrrolo[2,3-c]pyridazin-3-yl}-1-methyl-1H-benzotriazol-6-ol